C(C)C=1N=C2N(C=C(C=C2)C2=CCN(CC2)C(=O)OC(C)(C)C)C1N(C)C=1SC=C(N1)C1=CC=C(C=C1)F tert-butyl 4-(2-ethyl-3-((4-(4-fluorophenyl)thiazol-2-yl)(methyl)amino) imidazo[1,2-a]pyridin-6-yl)-5,6-dihydropyridine-1(2H)-carboxylate